4-fluoro-N-(2-(furan-2-yl)-5-((methylamino)methyl)phenyl)benzenesulfonamide FC1=CC=C(C=C1)S(=O)(=O)NC1=C(C=CC(=C1)CNC)C=1OC=CC1